tert-butyl 4-[2-bromo-4-[(2,6-dioxo-3-piperidyl)amino]phenyl]-3,6-dihydro-2H-pyridine-1-carboxylate BrC1=C(C=CC(=C1)NC1C(NC(CC1)=O)=O)C=1CCN(CC1)C(=O)OC(C)(C)C